oxotris(ethoxy)vanadium (IV) O=[V-](OCC)(OCC)OCC